1-(tetrahydro-2H-pyran-2-yl)-1H-pyrazole-4-boronic acid O1C(CCCC1)N1N=CC(=C1)B(O)O